4-(4-isocyanato-2,3-dihydro-1H-inden-5-yl)pyridine N(=C=O)C1=C2CCCC2=CC=C1C1=CC=NC=C1